8-methyl-5,6,7,8-tetrahydroimidazo[1,2-a]pyridine-3-carboxylic acid CC1C=2N(CCC1)C(=CN2)C(=O)O